CN(C/C=C/C(=O)NC1=CC=C(C=C1)C(=O)N1C[C@H]([C@@H](C1)NC1=NC=CC(=N1)C=1C(=NN2C1C=CC=C2)C2=CC=CC=C2)C)C (E)-4-(dimethylamino)-N-(4-((3R,4S)-3-methyl-4-((4-(2-phenylpyrazolo[1,5-a]pyridin-3-yl)pyrimidin-2-yl)amino)pyrrolidine-1-carbonyl)phenyl)but-2-enamide